C(C)(C)(C)OC(N(C)CC1(CCC1)CN)=O Tert-butyl((1-(aminomethyl)cyclobutyl)methyl)(methyl)carbamate